1-[3-(2-Cyclopropyl-4-hydroxy-5-methyl-pyrazol-3-yl)-1H-1,2,4-triazol-5-yl]-5-methyl-pyrazolo[3,4-c]pyridine-3-carboxamide C1(CC1)N1N=C(C(=C1C1=NNC(=N1)N1N=C(C=2C1=CN=C(C2)C)C(=O)N)O)C